tert-butyl 3-((diphenoxyphosphoryl)oxy)-6,7-dihydro-1,4-oxazepine-4(5H)-carboxylate O(C1=CC=CC=C1)P(=O)(OC1=CC=CC=C1)OC1=COCCCN1C(=O)OC(C)(C)C